1-methyl-4-((2-phenylallyl)sulfonyl)benzene CC1=CC=C(C=C1)S(=O)(=O)CC(=C)C1=CC=CC=C1